N-(2-methoxy-4-nitrophenyl)-3-chlorobenzamide COC1=C(C=CC(=C1)[N+](=O)[O-])NC(C1=CC(=CC=C1)Cl)=O